1-((4-Fluorophenyl)(methyl)carbamoyl)cyclopropane-1-carbonyl Chloride FC1=CC=C(C=C1)N(C(=O)C1(CC1)C(=O)Cl)C